N-[(1S,2S)-2-hydroxycyclohexyl]-4-methyl-3-{1-[5-(pyrimidin-2-yl)pyridin-3-yl]ethoxy}benzamide O[C@@H]1[C@H](CCCC1)NC(C1=CC(=C(C=C1)C)OC(C)C=1C=NC=C(C1)C1=NC=CC=N1)=O